(1R,4R)-4-(5-(2-hydroxypropan-2-yl)-6-(1-oxo-3,4-dihydroisoquinolin-2(1H)-yl)benzo[d]Thiazol-2-yl)cyclohexanecarboxaldehyde OC(C)(C)C=1C(=CC2=C(N=C(S2)C2CCC(CC2)C=O)C1)N1C(C2=CC=CC=C2CC1)=O